[Na+].C(CCCCCCC\C=C/CCCCCCCC)(=O)ON1C(C(CC1=O)S(=O)(=O)[O-])=O sulfosuccinimidyl oleate sodium salt